(S)-6-(1-amino-1,3-dihydrospiro[indene-2,4'-piperidin]-1'-yl)-3-(7,7-dimethyl-2-(trifluoromethyl)-7,8-dihydroquinolin-5-yl)-1,5-dihydro-4H-pyrazolo[3,4-d]pyrimidin-4-one N[C@@H]1C2=CC=CC=C2CC12CCN(CC2)C=2NC(C1=C(N2)NN=C1C=1C=2C=CC(=NC2CC(C1)(C)C)C(F)(F)F)=O